4-bromo-2,6-difluorobenzyl bromide BrC1=CC(=C(CBr)C(=C1)F)F